O[C@@H](C(=O)O)[C@H](C(=O)O)O.O=C1C=CC=C(N1)C(=O)N 6-oxo-1,6-dihydropyridine-2-carboxamide (2R,3R)-2,3-dihydroxysuccinate